C(#N)C1=CC=C(C=C1)N1N=C(N=C1)C1=CC(=C(C=C1)NC(=O)\N=C\1/SCC(N1C1=C(C=CC(=C1)N(C)C)C(C)C)=O)F (Z)-1-(4-(1-(4-cyanophenyl)-1H-1,2,4-triazol-3-yl)-2-fluorophenyl)-3-(3-(5-(dimethylamino)-2-isopropylphenyl)-4-oxothiazolidin-2-ylidene)urea